BrC1=CN(C2=C(C=CC=C12)[N+](=O)[O-])S(=O)(=O)C1=CC=C(C=C1)C 3-bromo-7-nitro-1-(4-methylbenzenesulfonyl)-1H-indole